[1,1'-bis(diphenylphosphino)ferrocene] palladium(II) [Pd+2].C1(=CC=CC=C1)P([C-]1C=CC=C1)C1=CC=CC=C1.[C-]1(C=CC=C1)P(C1=CC=CC=C1)C1=CC=CC=C1.[Fe+2]